methyl 3-(9-((4-(((tert-butoxycarbonyl)amino)methyl)-2-methylphenyl)carbamoyl)-4,5-dihydrobenzo[b]thieno[2,3-d]oxepin-8-yl)-6-(propylcarbamoyl)picolinate C(C)(C)(C)OC(=O)NCC1=CC(=C(C=C1)NC(=O)C1=CC2=C(OCCC3=C2SC=C3)C=C1C=1C(=NC(=CC1)C(NCCC)=O)C(=O)OC)C